C(CCCCC)C(C(=O)OCCCCCN(CCCCCOC(C(CCCCCCCC)CCCCCC)=O)CC=1C=NN(C1)CCN(C)C)CCCCCCCC (((1-(2-(dimethylamino)ethyl)-1H-pyrazol-4-yl)methyl)azanediyl)bis(pentane-5,1-diyl) bis(2-hexyldecanoate)